FC(F)SC=1C(=NC(=NC1)N(CC1=CC=C(C=C1)OC)CC1=CC=C(C=C1)OC)OC 5-(difluoromethylsulfanyl)-4-methoxy-N,N-bis[(4-methoxyphenyl)methyl]pyrimidin-2-amine